(1,1'-biphenyl)-2-sulfonamide C=1(C(=CC=CC1)S(=O)(=O)N)C1=CC=CC=C1